CC1(C(C(=C[C@]2(CCN(C2)C(=O)C2=NC=C(C=C2)OC(F)(F)F)C1)C#N)=O)C (5R)-9,9-dimethyl-8-oxo-2-[5-(trifluoromethoxy)pyridine-2-carbonyl]-2-azaspiro[4.5]dec-6-ene-7-carbonitrile